(5'S,7a'R)-3-[(imidazo[1,2-c]pyrimidin-5-yl)oxy]-5'-phenyltetrahydro-3'H-spiro[cyclobutane-1,2'-pyrrolo[2,1-b][1,3]oxazol]-3'-one N=1C=CN2C(=NC=CC21)OC2CC1(C(N3[C@H](O1)CC[C@H]3C3=CC=CC=C3)=O)C2